(10S,23S)-23-amino-10-ethyl-18-fluoro-10-hydroxy-19-methyl-8-oxa-4,15-diazahexacyclo[14.7.1.02,14.04,13.06,11.020,24]tetracosa-1,6(11),12,14,16,18,20(24)-heptaene-5,9-dione N[C@H]1CCC=2C(=C(C=C3N=C4C5=CC=6[C@@](C(OCC6C(N5CC4=C1C23)=O)=O)(O)CC)F)C